(1-(methylsulfonyl)piperidin-4-yl)-6-(1H-pyrazol-4-yl)-5-(3-(trifluoromethyl)piperidin-1-yl)-[1,2,4]triazolo[1,5-a]pyrazin-2-amine CS(=O)(=O)N1CCC(CC1)C=1C=2N(C(=C(N1)C=1C=NNC1)N1CC(CCC1)C(F)(F)F)N=C(N2)N